NC=1C2=C(N=C(N1)Cl)N(C=C2C2=NN(C=C2)CC2=CC=CC=C2)[C@H]2[C@@H]([C@@H]([C@H](C2)C2=CC(=CC(=C2)OC)OC)O)O (1R,2S,3R,5R)-3-[4-amino-5-(1-benzylpyrazol-3-yl)-2-chloropyrrolo[2,3-d]pyrimidin-7-yl]-5-(3,5-dimethoxyphenyl)cyclopentane-1,2-diol